1-(3-ethynylphenyl)ethane-1-one C(#C)C=1C=C(C=CC1)C(C)=O